[Si](C)(C)(C(C)(C)C)O[C@H]1[C@@H]([C@@H](O[C@@]1(CO)C#C)N1C=2N=C(NC(C2N=C1)=O)NC(C1=CC=CC=C1)(C1=CC=CC=C1)C1=CC=C(C=C1)OC)F 9-[(2R,3S,4R,5R)-4-[(tert-butyldimethylsilyl)oxy]-5-ethynyl-3-fluoro-5-(hydroxymethyl)oxolan-2-yl]-2-{[(4-methoxyphenyl)diphenyl-methyl]amino}-1H-purin-6-one